Cl.ICCNCCI bis(2-iodoethyl)amine hydrochloride